C(CC1=CC=CC=C1)C1CC=NO1 5-phenethyl-4,5-dihydroisoxazole